C(C1=CC=CC=C1)(=O)C(C(C)=O)C(C1=CC=CC=C1)=O.C(C1=CC=CC=C1)(=O)C(C(C)=O)C(C1=CC=CC=C1)=O.[Zn] zinc bis(dibenzoylacetone)